5-Cyclopropyl-N4-(3-(dimethylamino)propyl)-N2-(3-(1-methylpiperidin-4-yloxy)phenyl)pyrimidine-2,4-diamine C1(CC1)C=1C(=NC(=NC1)NC1=CC(=CC=C1)OC1CCN(CC1)C)NCCCN(C)C